(S)-5-amino-7-fluoro-N-(1-phenylethyl)imidazo[1,2-c]quinazoline-2-carboxamide NC1=NC=2C(=CC=CC2C=2N1C=C(N2)C(=O)N[C@@H](C)C2=CC=CC=C2)F